ClC1=CC=C(C=C1)CN1CCC(CC1)NC(CCC1=NN=C2N1N=C(C=C2)N2CCN(CC2)C)=O N-{1-[(4-chlorophenyl)methyl]piperidin-4-yl}-3-[6-(4-methylpiperazin-1-yl)-[1,2,4]triazolo[4,3-b]pyridazin-3-yl]propanamide